6-(diphenylmethyleneamino)-5-benzyloxy-1-(4-fluoro-3-methyl-phenyl)-2-methyl-indole-3-carbonitrile C1(=CC=CC=C1)C(C1=CC=CC=C1)=NC1=C(C=C2C(=C(N(C2=C1)C1=CC(=C(C=C1)F)C)C)C#N)OCC1=CC=CC=C1